4,5-dichloro-N-(1-ethyl-1H-pyrazol-4-yl)-7H-pyrrolo[2,3-d]pyrimidin-2-amine ClC=1C2=C(N=C(N1)NC=1C=NN(C1)CC)NC=C2Cl